FC1=C(C=C2CC([C@H](C2=C1)NC(O[C@@H]1CN2CCC1CC2)=O)(C)C)C2=C(C=C(C=C2)OC(C)C)C (S)-quinuclidin-3-yl ((R)-6-fluoro-5-(4-isopropoxy-2-methylphenyl)-2,2-dimethyl-2,3-dihydro-1H-inden-1-yl)carbamate